Cl.C1(=CC=C(C=C1)N)N p-PHENYLENEDIAMINE HCl